C(C1=CC=CC=C1)N1C(N([C@H](C2=CC=C(C=C12)C(=O)OC)C)C)=O methyl (S)-1-benzyl-3,4-dimethyl-2-oxo-1,2,3,4-tetrahydroquinazoline-7-carboxylate